C1(CC1)CC1=C(C=NN1C1COC1)C1=NC(=NC=C1)NC1CCC(CC1)N (1R,4R)-N1-(4-(5-(cyclopropylmethyl)-1-(oxetan-3-yl)-1H-pyrazol-4-yl)pyrimidin-2-yl)cyclohexane-1,4-diamine